2-[2-(aminomethyl)-1,3-thiazol-4-yl]propan-2-ol hydrochloride Cl.NCC=1SC=C(N1)C(C)(C)O